2-azido-2,2-difluoro-1-(4-phenoxyphenyl)ethan-1-one N(=[N+]=[N-])C(C(=O)C1=CC=C(C=C1)OC1=CC=CC=C1)(F)F